(1S,3R,4R,5R)-3-(1-carboxy-2-(3,4-dihydroxyphenyl)ethoxy)-1,4,5-trihydroxycyclohexane-1-carboxylic acid C(=O)(O)C(CC1=CC(=C(C=C1)O)O)O[C@@H]1C[C@@](C[C@H]([C@H]1O)O)(C(=O)O)O